N-(2-pyridinylmethyl)-N'-[2-pyrrolylmethyl]-N'-(5,6,7,8-tetrahydro-8-quinolinyl)-1,4-benzenedimethanamine N1=C(C=CC=C1)CNCC1=CC=C(C=C1)CN(C1CCCC=2C=CC=NC12)CC=1NC=CC1